alpha-methyl-styrene sulfonium salt [SH3+].CC(=C)C1=CC=CC=C1